O1CCN2C=CC(C3=CC=CC1=C23)=O 3,7-dihydro-2H-[1,4]oxazino[2,3,4-ij]quinolin-7-one